CC1(OCCN1CCO)C 2,2-dimethyl-3-hydroxyethyl-1,3-oxazolidine